C(#N)C1(CC1)C(=O)NC(C(NC1=CC=C(C=C1)[Si](C)(C)C)=O)C1=CC=C(C=C1)OC 1-cyano-N-(1-(4-methoxyphenyl)-2-oxo-2-((4-(trimethylsilyl)phenyl)amino)ethyl)cyclopropanecarboxamide